ClC=1C=C(C#N)C=C(C1)C(CC(C=O)C)(CC=C(C)C)C 3-chloro-5-(2,4,7-trimethyl-1-oxooct-6-en-4-yl)benzonitrile